N-(((1s,4r)-4-aminoadamantan-1-yl)methyl)-6-(2,6-dimethylmorpholino)-2-methylpyridin-3-amine NC1C2CC3(CC(CC1C3)C2)CNC=2C(=NC(=CC2)N2CC(OC(C2)C)C)C